2,2-difluoro-2-(6-fluoro-2-hydroxy-4-methyl-decahydroquinolin-3-yl)ethane-1,1-diol FC(C(O)O)(C1C(NC2CCC(CC2C1C)F)O)F